FC=1C(=C(C(=O)O)C=CC1F)C[Se]C1=CC=CC=C1 3,4-Difluoro-2-((Phenylselanyl)Methyl)Benzoic Acid